3'-chloro-2'-cyclopropyl-5'-methoxy-6-methyl-[4,4'-bipyridine]-3-carboxylic acid methyl ester COC(=O)C=1C=NC(=CC1C1=C(C(=NC=C1OC)C1CC1)Cl)C